C1(=CC=CC2=CC=CC=C12)[C@H](C)N (S)-(+)-1-(1-naphthyl)ethylamine